ClC1=C(C=CC=C1C1=C(C(=NC=C1)C1=CC(=C(C=C1)CNCC1NC(CC1)=O)OC)Cl)NC1=NC=CC(=C1F)CNCC1CCC(N1)=O 5-((((2-((2-chloro-3-(3-chloro-2-(3-methoxy-4-((((5-oxopyrrolidin-2-yl)methyl)amino)methyl)phenyl)pyridin-4-yl)phenyl)amino)-3-fluoropyridin-4-yl)methyl)amino)methyl)pyrrolidin-2-one